N-[(4-benzenesulfonamidophenyl)methyl]-1H-pyrrolo[3,2-c]pyridine-2-carboxamide C1(=CC=CC=C1)S(=O)(=O)NC1=CC=C(C=C1)CNC(=O)C1=CC=2C=NC=CC2N1